methyl 4-fluoro-1-(pyridin-2-yl)-1H-indole-5-carboxylate FC1=C2C=CN(C2=CC=C1C(=O)OC)C1=NC=CC=C1